tert-Butyl 6-((5-amino-7-(butylamino)-3-chloro-1H-pyrazolo[4,3-d]pyrimidin-1-yl)methyl)-5-methoxy-3',6'-dihydro-[3,4'-bipyridine]-1'(2'H)-carboxylate NC=1N=C(C2=C(N1)C(=NN2CC2=C(C=C(C=N2)C=2CCN(CC2)C(=O)OC(C)(C)C)OC)Cl)NCCCC